ClC1=CC(=C(S1)C1=NN=NN1)C(F)F 5-[5-Chloro-3-(difluoromethyl)thiophen-2-yl]-1H-tetrazole